2-[2-[4-fluoro-2-(hydroxymethyl)phenoxy]-4-methyl-5-(trifluoromethyl)-3-pyridyl]-4-oxo-1H-1,6-naphthyridine-5-carboxamide FC1=CC(=C(OC2=NC=C(C(=C2C=2NC=3C=CN=C(C3C(C2)=O)C(=O)N)C)C(F)(F)F)C=C1)CO